FC(OC1(CCC1)CO)(F)F (3-cis-(trifluoromethoxy)cyclobutyl)methanol